((2S,4S)-1-acryloyl-2-(cyanomethyl)piperidin-4-yl)-7-(6-chloro-5-methyl-1H-indazol-4-yl)-4-(3-(dimethylamino)azetidin-1-yl)-6-fluoro-1H-[1,2,3]triazolo[4,5-c]quinoline-8-carbonitrile C(C=C)(=O)N1[C@@H](C[C@H](CC1)N1N=NC=2C(=NC=3C(=C(C(=CC3C21)C#N)C2=C1C=NNC1=CC(=C2C)Cl)F)N2CC(C2)N(C)C)CC#N